4-((5-(2-aminopyridin-3-yl)isoxazol-3-yl)methyl)-2-fluorophenol NC1=NC=CC=C1C1=CC(=NO1)CC1=CC(=C(C=C1)O)F